C(C)(C)(C)C1=CC=C(C[C@@H]2[C@@H]([C@H](OC2)C2=CC=C(C=C2)F)COC(C(=CC)C)=O)C=C1 2-Methyl-2-butenoic acid ((2S,3R,4R)-4-(4-(tert-butyl)benzyl)-2-(4-fluorophenyl)-tetrahydrofuran-3-yl)methyl ester